1,4-bis(diethylphosphino)butane C(C)P(CCCCP(CC)CC)CC